6-bromo-2-ethylimidazo[1,2-a]pyrazine BrC=1N=CC=2N(C1)C=C(N2)CC